1-(2-Hydroxy-4-pyridinyl)-7-(4-methoxycarbonylphenoxy)-3-(trifluoromethyl)-6,7-dihydro-4H-pyrazolo[4,3-c]pyridine-5-carboxylic acid tert-butyl ester C(C)(C)(C)OC(=O)N1CC2=C(C(C1)OC1=CC=C(C=C1)C(=O)OC)N(N=C2C(F)(F)F)C2=CC(=NC=C2)O